FC(C)(F)C1=CC=CC(=N1)N1N=C(C=2C=NC(=CC21)NC(C)=O)N2CC(CC2)NC(C)C N-(1-(6-(1,1-difluoroethyl)pyridin-2-yl)-3-(3-(isopropylamino)pyrrolidin-1-yl)-1H-pyrazolo[4,3-c]pyridin-6-yl)acetamide